O1COC=C2C1=C1C=CC=CC1=C2 indeno[1,2-d][1,3]dioxin